(R)-(6-bromo-7-methyl-1H-benzo[d]imidazol-2-yl)(5-methyl-7,8-dihydro-1,6-naphthyridin-6(5H)-yl)methanone BrC=1C=CC2=C(NC(=N2)C(=O)N2[C@@H](C=3C=CC=NC3CC2)C)C1C